C(CCCCCCCCC(=O)OCC(C)C)(=O)OCC(Cl)Cl Sebacic acid, 2,2-dichloroethyl isobutyl ester